C(C1=CC=CC=C1)OC(=O)NC1C(CN(C1)C(=O)OC(C)(C)C)(F)F tert-butyl 4-{[(benzyloxy)carbonyl]amino}-3,3-difluoropyrrolidine-1-carboxylate